O1C(CCCC1)N1N=CC2=CC=C(C=C12)N (tetrahydro-2H-pyran-2-yl)-1H-indazol-6-amine